2-((3-cyano-4,6-bis(trifluoromethyl)pyridin-2-yl)-amino)-N-cyclopropyl-N-(4-fluorophenyl)acetamide C(#N)C=1C(=NC(=CC1C(F)(F)F)C(F)(F)F)NCC(=O)N(C1=CC=C(C=C1)F)C1CC1